Benzyl N-[(1S,2S)-2-[[4-[1-(benzenesulfonyl)-6-(3,5-dimethylisoxazol-4-yl) pyrrolo[2,3-b]pyridin-3-yl]-5-(trifluoromethyl) pyrimidin-2-yl] amino] cyclobutyl]-N-ethylcarbamate C1(=CC=CC=C1)S(=O)(=O)N1C=C(C=2C1=NC(=CC2)C=2C(=NOC2C)C)C2=NC(=NC=C2C(F)(F)F)N[C@@H]2[C@H](CC2)N(C(OCC2=CC=CC=C2)=O)CC